C(CCC)[C@H]1CC2=C(NC3=CC=CC=C23)[C@@H](N1)C1=CC=C(C=C1)N1CC2(COC2)CC1 6-{4-[(1S,3S)-3-butyl-1H,2H,3H,4H,9H-pyrido[3,4-b]indol-1-yl]phenyl}-2-oxa-6-azaspiro[3.4]octane